tert-Butyl 4-(4-((4-(1-ethyl-3-(pyridin-3-yl)-1H-pyrazol-4-yl)pyrimidin-2-yl)amino)-2-fluorophenyl)piperazine-1-carboxylate C(C)N1N=C(C(=C1)C1=NC(=NC=C1)NC1=CC(=C(C=C1)N1CCN(CC1)C(=O)OC(C)(C)C)F)C=1C=NC=CC1